di(pentaerythritol) acrylate C(C=C)(=O)O.OCC(CO)(CO)CO.OCC(CO)(CO)CO